(8-(4-isocyanophenyl)-1,3,4,5-tetrahydro-2H-pyrido[4,3-b]indol-2-yl)(p-tolyl)methanone [N+](#[C-])C1=CC=C(C=C1)C1=CC=2C3=C(NC2C=C1)CCN(C3)C(=O)C3=CC=C(C=C3)C